6-bromo-3-(isoquinolin-4-yl)-7-methylthieno[3,2-d]pyrimidine-2,4(1H,3H)-dione BrC1=C(C=2NC(N(C(C2S1)=O)C1=CN=CC2=CC=CC=C12)=O)C